C(C)OC(C=C1CCC2(OCCO2)CC1)=O 2-(1,4-dioxaspiro[4.5]dec-8-ylidene)acetic acid ethyl ester